(R)-4-(3-(3-aminopiperidine-1-carbonyl)-1-(4-(dimethylamino)phenyl)-1H-pyrazole-5-yl)benzonitrile N[C@H]1CN(CCC1)C(=O)C1=NN(C(=C1)C1=CC=C(C#N)C=C1)C1=CC=C(C=C1)N(C)C